3-[tert-butoxycarbonyl(methyl)-amino]propanoic acid C(C)(C)(C)OC(=O)N(CCC(=O)O)C